C(CCC)OC1=NC=2N(C(=N1)N)N=CC2 2-butoxypyrazolo[1,5-a][1,3,5]triazin-4-amine